2-(5-hydroxy-1H-pyrazol-1-yl)ethan-1-one OC1=CC=NN1CC=O